C(CC#C)NC(OC(C)(C)C)=O tert-butyl but-3-yn-1-ylcarbamate